C(C)C=1SC(=C(N1)C1=CC(=CC=C1)C)C1=CC(=NC=C1)NC(C1=CC=CC=C1)=O N-[4-[2-ethyl-4-(3-methylphenyl)-1,3-thiazol-5-yl]-2-pyridyl]benzamide